O=C1N(CC2=C1SC(=C2)C2OCCCC2)C2C(NC(CC2)=O)=O 3-(6-oxo-2-(tetrahydro-2H-pyran-2-yl)-4,6-dihydro-5H-thieno[2,3-c]pyrrol-5-yl)piperidine-2,6-dione